C1=C(C=CC2=CC=CC=C12)C1C=2C3=C(C=CC2OC=2C=CC4=C(C12)C=C(C=C4)OCCOC4=C(C1=CC=CC=C1C=C4)C4=C(C=CC1=CC=CC=C41)OCCO)C=CC(=C3)OCCOC3=C(C4=CC=CC=C4C=C3)C3=C(C=CC4=CC=CC=C34)OCCO 2,2'-{[14-(naphthalen-2-yl)-14H-dibenzo[a,j]xanthene-2,12-diyl]bis(oxyethane-2,1-diyloxy[1,1'-binaphthalene]-2',2-diyloxy)}di(ethan-1-ol)